[Cl-].C(C)OC(=O)C1=C(C=CC=C1)C=1C2=CC(=C(C=C2OC2=CC(C(=CC12)C)=[NH+]CC)NCC)C 9-[2-(Ethoxycarbonyl)phenyl]-N-ethyl-6-(ethylamino)-2,7-dimethyl-3H-xanthen-3-iminium chloride